C12CNCCC2C(O1)=O 8-oxa-3-azabicyclo[4.2.0]octane-7-one